ClC1=C(C(=C(C#N)C(=C1)OC1CCOCC1)C1=C(C=NN1C)I)F 4-chloro-3-fluoro-2-(4-iodo-1-methyl-1H-pyrazol-5-yl)-6-((tetrahydro-2H-pyran-4-yl)oxy)benzonitrile